C(CCCCCCCCCCCCC)N1C(=C(C(C2=C(C=C(C=C12)OC1OCCCC1)OC1OCCCC1)=O)OC1OCCCC1)C1=CC=CC=C1 N-tetradecyl-2-phenyl-3,5,7-tris-tetrahydropyranyloxy-quinolin-4-one